C(C1=CC=CC=C1)OC=1C=C2C(NC=NC2=CC1Br)=O 6-(benzyloxy)-7-bromoquinazolin-4(3H)-one